2-(2,6-difluoro-3-methylbenzyl)-4-hydroxy-5-methoxyisophthalonitrile FC1=C(CC2=C(C#N)C=C(C(=C2C#N)O)OC)C(=CC=C1C)F